6-fluoro-1-methyl-2-oxo-2,3-dihydro-1H-pyrrolo[3,2-b]Pyridine-7-carbonitrile FC=1C(=C2C(=NC1)CC(N2C)=O)C#N